CS(=O)(=O)OCC(CC=C)(C)C 2,2-DIMETHYLPENT-4-EN-1-YL METHANESULFONATE